S1C(=C(C=C1)C(=O)[O-])C(=O)ONC(NC1=C(C=C(C(=C1)OCC1=C(C=C(C2=C1N=CS2)Cl)F)OC)F)=O ({[5-[(7-chloro-5-fluoro-1,3-benzothiazol-4-yl) methoxy]-2-fluoro-4-methoxyphenyl] carbamoyl} amino) thiophene-2,3-dicarboxylate